FC(CC[C@H]1CN(C2=C(S([C@H]1F)(=O)=O)C=C(C(=C2)C(F)(F)F)OCC(C(=O)O)(C)C)C2=CC=C(C=C2)F)(C)F (((2R,3S)-3-(3,3-difluorobutyl)-2-fluoro-5-(4-fluorophenyl)-1,1-dioxido-7-(trifluoromethyl)-2,3,4,5-tetrahydrobenzo[b][1,4]thiazepin-8-yl)oxy)-2,2-dimethylpropanoic acid